2-[3-(1-aminoethyl)pyrazin-2-yl]-6-isopropylidene-4-methyl-1,3,4-oxadiazin-5-one NC(C)C=1C(=NC=CN1)C=1OC(C(N(N1)C)=O)=C(C)C